(2S)-2-(tert-butoxycarbonylamino)-3,3-dimethylbutanoic acid C(C)(C)(C)OC(=O)N[C@H](C(=O)O)C(C)(C)C